FC1(CC2(C1)C[C@H](N(CC2)CC2=C1C=CNC1=C(C=C2OC)C)C2=CC=C(C(=O)NC1CC3(CNC3)C1)C=C2)F (S)-4-(2,2-difluoro-7-((5-methoxy-7-methyl-1H-indol-4-yl)methyl)-7-azaspiro[3.5]nonan-6-yl)-N-(2-azaspiro[3.3]heptan-6-yl)benzamide